NC1=C2C(=NC=N1)N(N=C2C=2NC1=CC(=CC=C1C2Cl)C(=O)NCCOCCOC)C(C)(C)C 2-(4-Amino-1-tert-butyl-pyrazolo[3,4-d]pyrimidin-3-yl)-3-chloro-N-[2-(2-methoxyethoxy)ethyl]-1H-indole-6-carboxamide